C(#C)[C@]1(CC2CC[C@H]3[C@@H]4CCC([C@@]4(C)CC[C@@H]3[C@]2(CC1)C)=NO)O 3α-ethynyl-3β-hydroxyandrostan-17-one Oxime